[O-2].[Zn+2].[Fe+2].[Cr+3] chromium iron zinc oxide